[NH3+][C@@H]1[C@@H](CC2=CC=CC=C12)OCC1=CC=C(C=C1)C1=CC=C(COC2CC3=CC=CC=C3C2)C=C1 (1S,2R)-2-({4-[4-({[(1S,2R)-1-Ammonio-2,3-dihydro-1H-inden-2-yl]oxy}methyl)phenyl]benzyl}oxy)-2,3-dihydro-1H-inden